C(#N)C[C@@H](C1=CC=C(C=C1)S(=O)(=O)CC)NC(C1=CC=C(C=C1)N1[C@@H](C[C@@H](C1)OC1=CC=C(C=C1)N1C=NC(=C1)C)COC(F)F)=O N-((S)-2-cyano-1-(4-(ethylsulfonyl)phenyl)ethyl)-4-((2S,4S)-2-((difluoromethoxy)methyl)-4-(4-(4-methyl-1H-imidazol-1-yl)phenoxy)pyrrolidin-1-yl)benzamide